S(=O)(=O)([O-])CCCS(=O)(=O)[O-] trimethylenedisulfonate